(S)-4-(6-((S)-4-(4-fluoropyrazolo[1,5-a]pyridin-2-yl)-1,4,6,7-tetrahydro-5H-imidazo[4,5-c]pyridin-5-yl)pyrimidin-4-yl)-2-phenylmorpholine FC=1C=2N(C=CC1)N=C(C2)[C@H]2N(CCC1=C2N=CN1)C1=CC(=NC=N1)N1C[C@@H](OCC1)C1=CC=CC=C1